OC1=NC(=CC(=C1C(F)(F)F)C(F)(F)F)[N+](=O)[O-] 2-hydroxy-6-nitro-trifluoromethyl-4-trifluoromethylpyridine